3,6-dideoxy-L-xylopyranose C[C@H]1[C@H](C[C@@H](C(O1)O)O)O